C(C=C)(=O)N1[C@H](CN(CC1)C=1C2=C(N=C(N1)CCO[C@H]1N(CCC1)C)CN(CC2)C2=CC=CC1=CC=CC(=C21)C)CC#N 2-((S)-1-propenoyl-4-(7-(8-methylnaphthalen-1-yl)-2-(2-((R)-1-methylpyrrolidin-2-yloxy)ethyl)-5,6,7,8-tetrahydropyrido[3,4-d]pyrimidin-4-yl)piperazin-2-yl)acetonitrile